C(C=C)(=O)N1CC(CCC1)N1N=C2C=C(C=CC2=C1)C1=CC=C(C#N)C=C1 4-(2-(1-acryloylpiperidin-3-yl)-2H-indazol-6-yl)benzonitrile